Ethyl 2-(8-(2-fluoro-4-(5-(4-fluorophenyl)-4-hydroxy-6-methylnicotinamido)-phenoxy)-3-methoxy-1,5-naphthyridin-2-yl)acetate FC1=C(OC=2C=CN=C3C=C(C(=NC23)CC(=O)OCC)OC)C=CC(=C1)NC(C1=CN=C(C(=C1O)C1=CC=C(C=C1)F)C)=O